C(=O)(O)CC=1C(=C(C(=O)NC2=C(C(=O)O)C=C(C=C2)O)C=C(C1)O)O 2-(3-(carboxymethyl)-2,5-dihydroxybenzoylamino)-5-hydroxybenzoic acid